BrC1=C(C=CC2=C1C=C(O2)C(=O)O)N2CCN(CC2)C(C2=CC(=CC=C2)F)=O 4-bromo-5-[4-(3-fluoro-benzoyl)-piperazin-1-yl]-benzofuran-2-carboxylic acid